6-chloro-N-[4-chloro-5-(difluoromethoxy)-2-fluorophenyl]-1H-indole-3-sulfonamide ClC1=CC=C2C(=CNC2=C1)S(=O)(=O)NC1=C(C=C(C(=C1)OC(F)F)Cl)F